(1S)-1-(3-fluorophenyl)ethanamine FC=1C=C(C=CC1)[C@H](C)N